2-benzyl-dimethylamino-1-(4-morpholinophenyl)-1-butanone C(C1=CC=CC=C1)C(C(=O)C1=CC=C(C=C1)N1CCOCC1)(CC)N(C)C